C=C1C(C=CC=C1)Br 2-methylene-bromobenzene